2-(3-(trifluoromethyl)-1H-pyrazol-1-yl)ethan-1-ol FC(C1=NN(C=C1)CCO)(F)F